C1(=CC=CC=C1)C(COCC1=CC=CC=C1)OCC1=CC=CC=C1 1,1'-[(2-phenylethylene)bis(oxymethylene)]bis-benzene